FC1(CNCC[C@@H]1CN1CCC(CC1)N1C(=CC2=C(C=CC=C12)N1CNCC=C1)C)F |o1:6| (R*)-1-(1-(1-((3,3-Difluoropiperidin-4-yl)methyl)piperidin-4-yl)-2-methyl-1H-indol-4-yl)dihydropyrimidine